C1(=CC=CC=C1)C1=NC(=NC(=N1)C1=CC=CC=C1)C=1C(=C(C(=C(C1N1C2=C(C=3C=CC=CC13)N=CC=C2)N2C1=C(C=3C=CC=CC23)N=CC=C1)C1=NC(=NC(=N1)C1=CC=CC=C1)C1=CC=CC=C1)N1C2=C(C=3C=CC=CC13)N=CC=C2)N2C1=C(C=3C=CC=CC23)N=CC=C1 5,5',5'',5'''-(3,6-bis(4,6-diphenyl-1,3,5-triazin-2-yl)benzene-1,2,4,5-tetrayl)tetrakis(5H-pyrido[3,2-b]indole)